C(CCCCCCCC)NCCC(=O)[O-].[Na+] sodium N-nonyl-β-aminopropionate